C(C)C1=NC(=CC=C1C1CC(OCC1)CC(=O)OC)C=1N=NN(C1COC(N(CCC)C)=O)C methyl 2-(4-{2-ethyl-6-[1-methyl-5-({[methyl(propyl)carbamoyl]oxy}methyl)-1H-1,2,3-triazol-4-yl]pyridin-3-yl}oxan-2-yl)acetate